C(C)OC=1C(=NC(=C(C1)N1[C@@H](CN(CC1)C(=O)C1(CCCC1)C(F)(F)F)CC)C(=O)N[C@@H]1CN(CC1)C)C=1C=NC=CC1 ethoxy-5-[(2R)-2-ethyl-4-[1-(trifluoromethyl)cyclopentanecarbonyl]piperazin-1-yl]-N-[(3S)-1-methylpyrrolidin-3-yl]-[2,3'-bipyridine]-6-carboxamide